2-bromo-N1,N1,N3,N3-tetra(naphthalen-1-yl)benzene-1,3-diamine BrC1=C(C=CC=C1N(C1=CC=CC2=CC=CC=C12)C1=CC=CC2=CC=CC=C12)N(C1=CC=CC2=CC=CC=C12)C1=CC=CC2=CC=CC=C12